6-ethylamino-2,3-dihydro-5,8-dihydroxynaphthalene-1,4-dione C(C)NC=1C(=C2C(CCC(C2=C(C1)O)=O)=O)O